N-(4,6-difluorobenzo[d]thiazol-2-yl)piperidine-3-carboxamide hydrochloride Cl.FC1=CC(=CC2=C1N=C(S2)NC(=O)C2CNCCC2)F